O1C=C(C2=C1C=CC=C2)CNC2=C(C=CC=C2)C N-(benzofuran-3-ylmethyl)-2-methylaniline